silicon-molybdenum [Mo].[Si]